COC1=C(C=C(C=C1)NC1=NC(=CC(=N1)NC)C)C=1NN2C(=CNCC2)N1 2-N-(4-methoxy-3-[4H,5H,6H,7H-[1,2,4]triazolo[1,5-a]pyrazin-2-yl]phenyl)-4-N,6-dimethylpyrimidine-2,4-diamine